OC1(C(C2=CC(=C(C(=C2C1=O)C)CCO)C)=O)C 2-hydroxy-5-(2-hydroxyethyl)-2,4,6-trimethyl-1H-indene-1,3(2H)-dione